C(C)(C)(C)OC(=O)N(CC1CCC1)CC=1N(C2=CC(=CC=C2C1)CC#C[Si](C)(C)C)C(=O)OC(C)(C)C tert-butyl 2-(((tert-butoxycarbonyl) (cyclobutylmethyl)amino)methyl)-6-(3-(trimethylsilyl) prop-2-yn-1-yl)-1H-indole-1-carboxylate